C(CCCCCC)N1C(CCC1=O)C(=O)O 1-heptyl-5-oxopyrrolidine-2-carboxylic acid